(3S)-3-({4-methyl-N-[(2R)-oxolane-2-carbonyl]-L-leucyl}amino)-2-oxo-4-[(3S)-2-oxopiperidin-3-yl]butyl 2,4,6-trimethylpyridine-3-carboxylate CC1=NC(=CC(=C1C(=O)OCC([C@H](C[C@H]1C(NCCC1)=O)NC([C@@H](NC(=O)[C@@H]1OCCC1)CC(C)(C)C)=O)=O)C)C